(S)-phenyl (6-(2-methylpyrrolidin-1-yl)pyridin-3-yl)carbamate C[C@@H]1N(CCC1)C1=CC=C(C=N1)NC(OC1=CC=CC=C1)=O